3-((2,3-dichlorophenyl)thio)pyrazine-2-carbonitrile ClC1=C(C=CC=C1Cl)SC=1C(=NC=CN1)C#N